C(C=C)C1=CC(=C(C=C1)OCCCC(C)Br)OC 4-allyl-1-((4-bromopentyl)oxy)-2-methoxybenzene